CC1=CN=C2C(=N1)NC(C(=C2)C2CCC(CC2)C2=C(N=CS2)C)=O 3-methyl-7-(4-(4-methylthiazol-5-yl)cyclohexyl)pyrido[2,3-b]pyrazin-6(5H)-one